1-(3-(difluoromethyl)quinoxalin-6-yl)ethan-1-ol FC(C=1C=NC2=CC=C(C=C2N1)C(C)O)F